NC1=NC(=CC=C1NC(=O)C1N(CCC1)C(=O)[O-])Br 2-((2-amino-6-bromopyridin-3-yl)carbamoyl)pyrrolidine-1-carboxylate